FC(CN1C(=NC2=NC=C(C=C21)C=2C=CN1N=C(N=CC12)N[C@@H]1CC[C@@H](CC1)OC(F)(F)F)C)F 5-(1-(2,2-difluoroethyl)-2-methyl-1H-imidazo[4,5-b]pyridin-6-yl)-N-(cis-4-(trifluoromethoxy)cyclohexyl)pyrrolo[2,1-f][1,2,4]triazin-2-amine